BrC=1C=C(C=C2CCN(CC12)C(=O)OC(C)(C)C)Cl tert-butyl 8-bromo-6-chloro-3,4-dihydroisoquinoline-2(1H)-carboxylate